methyl 1-amino-3-bromo-1H-pyrrole-2-carboxylate NN1C(=C(C=C1)Br)C(=O)OC